ClC1=C(C=CC(=C1)Cl)N1N=C(CC1(C)C(=O)OCC)C(=O)OCC ethyl 1-(2,4-dichlorophenyl)-5-(ethoxy-carbonyl)-5-methyl-2-pyrazoline-3-carboxylate